N=1C=NN2C1C=C(C=C2)OC2=C(C=C(C=C2)NC2=NC=NN1C2=C(C=C1)C1=CC2CCC(C1)N2C(=O)OC(C)(C)C)C tert-butyl 3-(4-((4-([1,2,4]triazolo[1,5-a]pyridin-7-yloxy)-3-methylphenyl)amino)pyrrolo[2,1-f][1,2,4]triazin-5-yl)-8-azabicyclo[3.2.1]oct-2-ene-8-carboxylate